benzyl (2S,4S)-2-(4-bromo-2-((2-(trimethylsilyl)ethoxy)methoxy) phenyl)-4-ethoxypiperidine-1-carboxylate BrC1=CC(=C(C=C1)[C@H]1N(CC[C@@H](C1)OCC)C(=O)OCC1=CC=CC=C1)OCOCC[Si](C)(C)C